4,4',5,5'-tetramethyl-2,2'-dinitro-1,1'-biphenyl CC1=CC(=C(C=C1C)C1=C(C=C(C(=C1)C)C)[N+](=O)[O-])[N+](=O)[O-]